BrC=1C(=C2C=C(NC2=C(C1)F)C(=O)O)C 5-Bromo-7-fluoro-4-methyl-1H-indole-2-carboxylic acid